Bis-[β-(4-azidosalicylamido)ethyl]disulfide N(=[N+]=[N-])C=1C=C(C(C(=O)NCCSSCCNC(C=2C(O)=CC(=CC2)N=[N+]=[N-])=O)=CC1)O